N1CC(C1)CNC=1C=2C=C(N=CC2C=C(C1)C1=C(C=CC=C1C)F)N N5-(azetidin-3-ylmethyl)-7-(2-fluoro-6-methyl-phenyl)isoquinoline-3,5-diamine